5-amino-4-hydroxy-3-(phenylazo)-naphthalin-2,7-disulfonat NC1=C2C(=C(C(=CC2=CC(=C1)S(=O)(=O)[O-])S(=O)(=O)[O-])N=NC1=CC=CC=C1)O